(R)-7-(5-(5-(hexahydropyrazino[2,1-c][1,4]oxazin-8(1H)-yl)-1,3,4-thiadiazol-2-yl)-4-(isopropylamino)pyridin-2-yl)pyrrolo[1,2-b]pyridazine-3-carbonitrile C1OCCN2[C@@H]1CN(CC2)C2=NN=C(S2)C=2C(=CC(=NC2)C2=CC=C1N2N=CC(=C1)C#N)NC(C)C